COC(C1=C(C=CC=C1)C(C1=CC=CC=C1)=O)=O.ClC1=CC=C(C(=O)C2=CC=C(C=C2)Cl)C=C1 4,4'-dichlorobenzophenone methyl-o-benzoyl-benzoate